C(C)(C)(C)OC(=O)N1[C@@H]([C@@H](CC1)O)C(=O)O (2S,3R)-1-(tert-butoxy-carbonyl)-3-hydroxy-pyrrolidine-2-carboxylic acid